NC1(CCCC2=CC=CC=C12)N (R)-1-aminotetralinamine